(1,2-dichlorobenzamidomethyl)-16alpha-allyl-16beta-hydroxy-androsta-5-en-3beta-ol ClC1(C(=O)NCC[C@@]23C[C@](C[C@H]2[C@@H]2CC=C4C[C@H](CC[C@]4(C)[C@H]2CC3)O)(O)CC=C)C(C=CC=C1)Cl